5-(3-cyanophenyl)-7-methylpyrazolo[1,5-a]Pyrimidine-3-carboxylic acid ethyl ester C(C)OC(=O)C=1C=NN2C1N=C(C=C2C)C2=CC(=CC=C2)C#N